7-(Dimethoxymethyl)-3,4-dihydro-1,8-naphthyridine-1(2H)-carboxylic acid phenyl ester C1(=CC=CC=C1)OC(=O)N1CCCC2=CC=C(N=C12)C(OC)OC